S1C(=NC=C1)CCCN 3-(thiazol-2-yl)propan-1-amine